[Zr].C(CC)O normal propyl alcohol zirconium